[N+](=O)([O-])C1=C(CC(C(=O)O)CC(C)(SC(=O)C2=CC=CC=C2)C#N)C=C(C=C1)OCC#C 2-nitro-5-(2-propynyloxy)benzyl-4-cyano-4-(phenylcarbonylthio)pentanoic acid